6-Chloro-8-(6-methoxy-2-methyl-pyridin-3-yl)-1-methyl-9H-pyrido[3,4-b]indole ClC=1C=C2C3=C(NC2=C(C1)C=1C(=NC(=CC1)OC)C)C(=NC=C3)C